(benzenesulfonyloxyimino)-2,6-dichlorobenzylacetonitrile C1(=CC=CC=C1)S(=O)(=O)ON=C(C#N)CC1=C(C=CC=C1Cl)Cl